C(C)OC(=O)C1=CN(C=CC1=O)C1C(CCC1C=1C(=NC(=C(C1)O)Cl)I)(C)C 1-(5-(6-chloro-5-hydroxy-2-iodopyridin-3-yl)-2,2-dimethylcyclopentyl)-4-oxo-1,4-dihydropyridine-3-carboxylic acid ethyl ester